COC1=CC=C(C=C1)C=1C=NN(C1CO)C (4-(4-methoxyphenyl)-1-methyl-1H-pyrazol-5-yl)methanol